OCC1C(CC(N(C1)C(=O)OC(C)(C)C)C)C1=CC=C(C=C1)OC tert-Butyl trans,trans-5-(Hydroxymethyl)-4-(4-methoxyphenyl)-2-methylpiperidine-1-carboxylate